(S)-N-((R)-1-(3-bromo-2-methoxyphenyl)ethyl)-2-methylpropane-2-sulfinamide BrC=1C(=C(C=CC1)[C@@H](C)N[S@@](=O)C(C)(C)C)OC